N-(nitrobenzene-2-yl)-N-[2,6-bis(phenyl-d5)phenyl]amine [N+](=O)([O-])C1=C(C=CC=C1)NC1=C(C=CC=C1C1=C(C(=C(C(=C1[2H])[2H])[2H])[2H])[2H])C1=C(C(=C(C(=C1[2H])[2H])[2H])[2H])[2H]